N1(CCOCC1)C1=NC(=NC=C1C(F)(F)F)NC1=CC=C(C=C1)N1CCCCC1 (3S)-1-(4-{[4-(morpholin-4-yl)-5-(trifluoromethyl)pyrimidin-2-yl]amino}phenyl)piperidine